3-fluoro-5-[1-(oxazolidin-4-yl)-1-[(trimethylsilyl)oxy]propyl]benzoic acid FC=1C=C(C(=O)O)C=C(C1)C(CC)(O[Si](C)(C)C)C1NCOC1